5-(7-bromo-6-chloro-2,8-difluoroquinazolin-4-yl)-N,N-dimethyl-5,6,7,8-tetrahydro-4H-pyrazolo[1,5-a][1,4]diazepine-2-carboxamide BrC1=C(C=C2C(=NC(=NC2=C1F)F)N1CC=2N(CCC1)N=C(C2)C(=O)N(C)C)Cl